3-fluoro-2-hydroxy-5-(4-phenylthiazol-5-yl)benzaldehyde FC=1C(=C(C=O)C=C(C1)C1=C(N=CS1)C1=CC=CC=C1)O